2-(2-(4,5-diiodo-1H-imidazol-1-yl)ethyl)isoindoline-1,3-dione IC=1N=CN(C1I)CCN1C(C2=CC=CC=C2C1=O)=O